tert-butyl-4-[1-(2,6-dibenzyloxy-3-pyridyl)-3-ethyl-2-oxo-benzimidazol-5-yl]-3-hydroxy-piperidine-1-carboxylate C(C)(C)(C)OC(=O)N1CC(C(CC1)C1=CC2=C(N(C(N2CC)=O)C=2C(=NC(=CC2)OCC2=CC=CC=C2)OCC2=CC=CC=C2)C=C1)O